F[C@@H]1CN(CCC1)C(CC)=O (3S,4R)-3-fluoro-1-propionylpiperidin